CC1=C(C=C(C=C1)NC(C1=NC=CC(=C1)C(F)(F)F)=O)C1=CC2=C(N=C(N=C2)NCC=2C=NC=CC2)N2C1=NCC2 N-(4-methyl-3-(2-((pyridin-3-ylmethyl)amino)-8,9-dihydroimidazo[1',2':1,6]pyrido[2,3-d]pyrimidin-6-yl)phenyl)-4-(trifluoromethyl)picolinamide